CC(C#C)(C)C.[Co] cobalt (3,3-dimethyl-1-butyne)